Bis(3-aminopropyl)-(carboxymethyl)-[4-[4-[2-chloro-4-[[5-(2,3-difluoro-4-methoxy-phenyl)-1-methyl-imidazole-2-carbonyl]amino]benzoyl]piperazin-1-yl]-4-oxo-butyl]ammonium NCCC[N+](CCCC(=O)N1CCN(CC1)C(C1=C(C=C(C=C1)NC(=O)C=1N(C(=CN1)C1=C(C(=C(C=C1)OC)F)F)C)Cl)=O)(CC(=O)O)CCCN